CO[Si](OC)(OC)C(CN)(N(CCC)CCCC)[Si](OC)(OC)OC bis(trimethoxysilyl)N-butyl-N-propylethane-1,2-diamine